BrC=1C(=C(C=CC1)O)C 3-bromo-2-methyl-phenol